FC1=C(OC2=C(N=C(S2)C(=O)OC)C)C=CC(=C1)N1N=CN(C1=O)CC1=CC=C(C=C1)OC methyl 5-(2-fluoro-4-(4-(4-methoxybenzyl)-5-oxo-4,5-dihydro-1H-1,2,4-triazol-1-yl)phenoxy)-4-methylthiazole-2-carboxylate